C(N)(=O)C1(COCC1)NC(=O)C1=C(OC2=C1C=C(C=C2)OCC=2C=NC(=CC2)C)C N-(3-carbamoyltetrahydrofuran-3-yl)-2-methyl-5-((6-methylpyridin-3-yl)methoxy)benzofuran-3-carboxamide